C1(=CC=CC=C1)[Se]CC(C1=C(C=CC=C1)C)NC1=CC=CC=C1 N-(2-(phenylseleno)-1-(o-tolyl)ethyl)aniline